C(#N)C1=NC(=NC(=C1)C)N1CCC2(CC1)CC1=CC=C(C=C1[C@H]2N[S@](=O)C(C)(C)C)OC (R)-N-((S)-1'-(4-cyano-6-methylpyrimidin-2-yl)-5-methoxy-1,3-dihydrospiro[indene-2,4'-piperidin]-3-yl)-2-methylpropan-2-sulfinamide